CC=1C=C(C=C(C1)C)[C@@H](CC1=NC2=CC=CC=C2C=C1)NC(C)=O (R)-N-(1-(3,5-dimethylphenyl)-2-(quinolin-2-yl)ethyl)acetamide